(5'S,7a'R)-5'-(3,5-difluorophenyl)-1-(pyridine-2-carbonyl)-tetrahydro-3'H-spiro-[piperidine-4,2'-pyrrolo[2,1-b][1,3]-oxazol]-3'-one FC=1C=C(C=C(C1)F)[C@@H]1CC[C@H]2OC3(C(N21)=O)CCN(CC3)C(=O)C3=NC=CC=C3